1-(2-aminoethyl)-N-(4-((4-(4-cyano-6-methylpyrimidin-2-yl)piperazin-1-yl)sulfonyl)phenyl)-3-(methylsulfonamido)-1H-pyrazole-4-carboxamide NCCN1N=C(C(=C1)C(=O)NC1=CC=C(C=C1)S(=O)(=O)N1CCN(CC1)C1=NC(=CC(=N1)C#N)C)NS(=O)(=O)C